3-nitro-N-(3-(trifluoromethyl)benzyl)benzamide 3-azabicyclo[3.1.0]hexane-3-carboxylate C12CN(CC2C1)C(=O)O.[N+](=O)([O-])C=1C=C(C(=O)NCC2=CC(=CC=C2)C(F)(F)F)C=CC1